C(C1=CC=CC=C1)OC([C@H](C(C)C)N(C(=O)[C@@H]1[C@H](N(CCC1)C(=O)OC(C)(C)C)CO)C)=O tert-butyl (2S,3S)-3-(((S)-1-(benzyloxy)-3-methyl-1-oxobutan-2-yl)(methyl)carbamoyl)-2-(hydroxymethyl)piperidine-1-carboxylate